1-cyclopropyl-7-(1-((2,4-diaminopyrimidin-5-yl)methyl)indolin-5-yl)-6,8-difluoro-4-oxo-1,4-dihydroquinoline-3-carboxylic acid dihydrochloride Cl.Cl.C1(CC1)N1C=C(C(C2=CC(=C(C(=C12)F)C=1C=C2CCN(C2=CC1)CC=1C(=NC(=NC1)N)N)F)=O)C(=O)O